2-{3-[2-(1-{[3,5-bis(difluoromethyl)-1H-pyrazol-1-yl] acetyl} piperidin-4-yl)-1,3-thiazol-4-yl]-4,5-dihydro-1,2-oxazol-5-yl}-3-chlorophenyl methanesulfonate CS(=O)(=O)OC1=C(C(=CC=C1)Cl)C1CC(=NO1)C=1N=C(SC1)C1CCN(CC1)C(CN1N=C(C=C1C(F)F)C(F)F)=O